2-(4-trifluoromethylphenylamino)-4-phenylthiazole FC(C1=CC=C(C=C1)NC=1SC=C(N1)C1=CC=CC=C1)(F)F